2-(1-(4-methoxypyridin-2-yl)-1H-pyrazol-4-yl)acetonitrile COC1=CC(=NC=C1)N1N=CC(=C1)CC#N